FC1([C@@H](CN(C1)C)NC1=NN2C(C(=N1)OC)=C(C=C2)C=2C=CC1=C(N(N=N1)[C@H](C(F)(F)F)C)C2)F N-((R)-4,4-difluoro-1-methylpyrrolidin-3-yl)-4-methoxy-5-(1-((S)-1,1,1-trifluoropropan-2-yl)-1H-benzo[d][1,2,3]triazol-6-yl)pyrrolo[2,1-f][1,2,4]triazin-2-amine